C(C)(=O)CC(=O)[O-].C(C)(=O)CC(=O)[O-].C(CCCCCCC)[Sn+2]CCCCCCCC dioctyltin bis(acetylacetate)